2-Tert-butyl-6,6-dimethyl-4-[3-methyl-2-oxo-1-(2-trimethylsilylethoxymethyl)benzimidazol-4-yl]-2,5-dihydropyridine-1-carboxylate C(C)(C)(C)C1N(C(CC(=C1)C1=CC=CC=2N(C(N(C21)C)=O)COCC[Si](C)(C)C)(C)C)C(=O)[O-]